1-chloro-3-(1-methyl-1H-pyrazol-3-yl)-5,6-dihydro-4H-cyclopenta[c]thiophen-4-one ClC=1SC(=C2C1CCC2=O)C2=NN(C=C2)C